BrC1=CC=C(CC2CN(C2)CCC(F)(F)F)C=C1 3-(4-bromobenzyl)-1-(3,3,3-trifluoropropyl)azetidine